4-((tert-butyldimethylsilyl)oxy)butyl-2-isopropyl-4-methylpyridin-3-yl-7-chloro-6-fluoro-2-oxo-1,2-dihydropyrido[2,3-d]pyrimidin-4-yl-2,5-dimethylpiperazine-1-carboxylate [Si](C)(C)(C(C)(C)C)OCCCCC1(C(N(CC(N1)C)C(=O)[O-])(C)C=1C2=C(NC(N1)=O)N=C(C(=C2)F)Cl)C=2C(=NC=CC2C)C(C)C